Methyl (Z)-2-(tert-butoxycarbonylamino)-3-(3-oxo-4H-quinoxalin-2-yl)prop-2-enoate C(C)(C)(C)OC(=O)N\C(\C(=O)OC)=C/C1=NC2=CC=CC=C2NC1=O